NC1=C(C=2C(=NC(=C(C2)Br)C)N1C1=C(C(=CC=C1C)OC)C)C#N 2-amino-5-bromo-1-(3-methoxy-2,6-dimethyl-phenyl)-6-methyl-pyrrolo[2,3-b]pyridine-3-carbonitrile